C[N+](CC(C(C[N+](CB1OC(C(O1)(C)C)(C)C)(C)C)OC(CCCCCCCCCCCCC)=O)OC(CCCCCCCCCCCCC)=O)(CB1OC(C(O1)(C)C)(C)C)C N1,N1,N4,N4-tetramethyl-2,3-bis(tetradecanoyloxy)-N1,N4-bis((4,4,5,5-tetramethyl-1,3,2-dioxaborolan-2-yl)methyl)butane-1,4-diaminium